BrC1=NC(=CC2=C1OCC(O2)C(C)C)I 5-bromo-7-iodo-2-isopropyl-2,3-dihydro-[1,4]dioxino[2,3-c]pyridine